3,6-di-naphthalene-2-yl-9-(4-quinoline-3-yl-phenyl)-9H-carbazole C1=C(C=CC2=CC=CC=C12)C=1C=CC=2N(C3=CC=C(C=C3C2C1)C1=CC2=CC=CC=C2C=C1)C1=CC=C(C=C1)C=1C=NC2=CC=CC=C2C1